CC1=C(C(=CC(=C1)N1CC2=C(CCC1)C=C(C=C2)OC2CCC(CC2)C(F)(F)F)C)NC(CC(C)(C)C)=O N-(2,6-dimethyl-4-(7-((4-(trifluoromethyl)cyclohexyl)oxy)-1,3,4,5-tetrahydro-2H-benzo[c]azepin-2-yl)phenyl)-3,3-dimethylbutanamide